C(C1=CC=CC=C1)N1C2=NC=NC(=C2N=C1C1=C(C=C(O[C@H]2CN(C[C@H]2F)C(=O)OC(C)(C)C)C=C1)Cl)OC1(CC1)C tert-butyl (3S,4R)-3-(4-(9-benzyl-6-(1-methylcyclopropoxy)-9H-purin-8-yl)-3-chlorophenoxy)-4-fluoropyrrolidine-1-carboxylate